3-Chloro-N-(3-cyano-1H-indol-7-yl)-1-(2-hydroxy-1,1-dimethylethyl)pyrazol-4-sulfonamid ClC1=NN(C=C1S(=O)(=O)NC=1C=CC=C2C(=CNC12)C#N)C(CO)(C)C